FC(C1=C(C=CC=C1)C=O)(F)F (2-(trifluoromethyl)phenyl)methanone